3-(((2,6-dimethoxy-4-(2-methyl-1-oxo-1,2-dihydro-2,7-naphthyridin-4-yl)benzyl)(methyl)amino)methyl)-bicyclo[1.1.1]pentane-1-carboxylic acid COC1=C(CN(C)CC23CC(C2)(C3)C(=O)O)C(=CC(=C1)C1=CN(C(C3=CN=CC=C13)=O)C)OC